CCCCCCCCCCC(C(=O)O)C(=O)SCCNC(=O)CCNC(=O)[C@@H](C(C)(C)COP(=O)(O)OP(=O)(O)OC[C@@H]1[C@H]([C@H]([C@@H](O1)N2C=NC3=C(N=CN=C32)N)O)OP(=O)(O)O)O The molecule is a 2-carboxyacyl-CoA that results from the formal condensation of the thiol group of coenzyme A with one of the carboxy groups of 2-carboxylauric acid. It is a conjugate acid of a 2-carboxylauroyl-CoA(5-).